N-(3-((1s,3s)-3-methyl-1-(4-methyl-4H-1,2,4-triazol-3-yl)cyclobutyl)phenyl)-6-(((1-methylcyclopropyl)amino)methyl)-[1,2,4]triazolo[1,5-a]pyridine-8-carboxamide CC1CC(C1)(C1=NN=CN1C)C=1C=C(C=CC1)NC(=O)C=1C=2N(C=C(C1)CNC1(CC1)C)N=CN2